FC1=CC=C(C=C1)C(=O)C1CC1 1-cyclopropyl (4-fluorophenyl) ketone